β-(3,4-epoxycyclohexyl)ethyl-methyldiethoxysilane C1(CC2C(CC1)O2)CC[Si](OCC)(OCC)C